F[P-](F)(F)(F)(F)F.C[S+]1C=2C=CC=CC2SC2=CC=CC=C12 5-Methylthianthrenium hexafluorophosphate